tert-Butyl N-[3-[4-[2-(4,4,5,5-tetramethyl-1,3,2-dioxaborolan-2-yl)phenyl]pyrazol-1-yl]propyl]carbamate CC1(OB(OC1(C)C)C1=C(C=CC=C1)C=1C=NN(C1)CCCNC(OC(C)(C)C)=O)C